Cl.F[C@@H]1C[C@H](NC1)CO ((2S,4R)-4-fluoropyrrolidin-2-yl)methanol hydrogen chloride